C(C)(C)OC([C@@H](NC(=S)NC1=C(C=CC=C1)C)C(C)C)=O tolylaminothiocarbonyl-valine-isopropyl ester